CN1N=CC=2C=NC=C(C21)N=C(C2=CC=CC=C2)C2=CC=CC=C2 N-(1-methyl-1H-pyrazolo[4,3-c]pyridin-7-yl)-1,1-diphenylmethanimine